2-(5-(8-cyanoquinolin-5-yl)-3-methyl-5,6-dihydropyrrolo[3,4-c]pyrazol-1(4H)-yl)acetic acid C(#N)C=1C=CC(=C2C=CC=NC12)N1CC=2N(N=C(C2C1)C)CC(=O)O